BrC1=C(C(=CC(=C1)F)Br)C 1,3-dibromo-5-fluoro-2-methyl-benzene